bis(2,6-diethoxybenzoyl)(1-methylprop-1-yl)phosphine oxide C(C)OC1=C(C(=O)P(C(CC)C)(C(C2=C(C=CC=C2OCC)OCC)=O)=O)C(=CC=C1)OCC